CN1N=NN=C1NC(C1=C(C(=C(C=C1)S(=O)(=O)C)COC)Cl)=O N-(1-methyl-tetrazole-5-yl)-2-chloro-3-methoxymethyl-4-methylsulfonyl-benzamide